1,3-bis(3-methoxypropyl)imidazolium propionate C(CC)(=O)[O-].COCCCN1C=[N+](C=C1)CCCOC